5-(tert-Butyl)-N-(2-(difluoromethyl)-4-(6-(1-methyl-1H-pyrazol-4-yl)pyrazolo[1,5-a]pyrazin-4-yl)benzyl)-1,2,4-oxadiazole-3-carboxamide C(C)(C)(C)C1=NC(=NO1)C(=O)NCC1=C(C=C(C=C1)C=1C=2N(C=C(N1)C=1C=NN(C1)C)N=CC2)C(F)F